FC=1C=C(C=CC1F)NC1=CC(=CC2=C1OCCCC2C2=CC=CC=C2)C2=C(C=CC(=C2)C)C2=NN=NN2 N-(3,4-difluorophenyl)-7-(5-methyl-2-(1H-tetrazol-5-yl)phenyl)-5-phenyl-2,3,4,5-tetrahydrobenzo[b]oxepin-9-amine